N1(N=CC=C1)C1=CC=C(CN(C=2C3=C(N=CN2)N(C=C3)C[C@]3([C@@H](CN(CC3)CC3=CC=CC=C3)O)O)CC)C=C1 |o1:21,22| rel-(3R,4R)-4-((4-((4-(1H-pyrazol-1-yl)benzyl)(ethyl)amino)-7H-pyrrolo[2,3-d]pyrimidin-7-yl)methyl)-1-benzylpiperidine-3,4-diol